C(=O)O.CN1N=NC2=C1C=CC(=C2C)[C@@H](CC(=O)O)C2=CC(=C(C=C2)C)CN2C[C@H](OC1=C(C2)C=CC=C1)CC (S)-3-(1,4-Dimethyl-1H-benzo[d][1,2,3]triazol-5-yl)-3-(3-(((R)-2-ethyl-2,3-dihydrobenzo[f][1,4]oxazepin-4(5H)-yl)methyl)-4-methylphenyl)propanoic acid, formic acid salt